N1N=CC(=C1)C1=CC=C(C=C1)N1C(N(C2(C1)CCNCC2)CC2=CC(=CC(=C2)OC)F)=O 3-(4-(1H-pyrazol-4-yl)phenyl)-1-(3-fluoro-5-methoxybenzyl)-1,3,8-triazaspiro[4.5]decan-2-one